2-((4-(benzyloxy)-3-phenethoxybenzyl)amino)ethan-1-ol C(C1=CC=CC=C1)OC1=C(C=C(CNCCO)C=C1)OCCC1=CC=CC=C1